CC1=NN(N=C1)C1=C(C=CC=N1)C(F)(F)F 6-(4-methyl-2H-1,2,3-triazol-2-yl)-5-(trifluoromethyl)pyridin